FC=1C=C2C(=NC=NC2=CC1F)N1CC=2C=C(C=NC2CC1)C1=CC=NN1C(C)C 6,7-difluoro-4-(3-(1-isopropyl-1H-pyrazol-5-yl)-7,8-dihydro-1,6-naphthyridin-6(5H)-yl)quinazoline